methyl-4-(1-aziridinyl)pyrrolo[2,1-f][1,2,4]triazine-6-benzoic acid phenethyl ester C(CC1=CC=CC=C1)OC(C1=CC=CC=C1C=1C=C2C(=NC(=NN2C1)C)N1CC1)=O